2-(6-Chloro-3-ethylsulfanyl-2-pyridyl)-3-methyl-6-(trifluoromethyl)imidazo[4,5-c]-pyridine ClC1=CC=C(C(=N1)C1=NC2=C(C=NC(=C2)C(F)(F)F)N1C)SCC